2-[(2E)-2-(aminomethyl)-3-fluoroprop-2-en-1-yl]-4-({5-[3-(4H-1,2,4-triazol-3-yl)phenyl]thiophen-2-yl}methyl)-2,4-dihydro-3H-1,2,4-triazol-3-one NC/C(/CN1N=CN(C1=O)CC=1SC(=CC1)C1=CC(=CC=C1)C1=NN=CN1)=C\F